1-[(1S)-2-hydroxy-1-phenylethyl]-3-[4-(4-pyridinyl)phenyl]urea OC[C@H](C1=CC=CC=C1)NC(=O)NC1=CC=C(C=C1)C1=CC=NC=C1